3-bromo-6-[2-(4-fluorophenyl)-5-methyl-imidazol-1-yl]imidazo[1,2-a]pyridine BrC1=CN=C2N1C=C(C=C2)N2C(=NC=C2C)C2=CC=C(C=C2)F